IC1=CC=2C=3C=C4C(=CC3CC2C=C1)C=CC=C4 3-iodo-11H-benzo[b]fluorene